CN(C=1C=NC=2N(C1)N=CC2C(=O)OCC)C 1-Ethyl 6-(dimethylamino)pyrazolo[1,5-a]pyrimidine-3-carboxylate